ClC1=C2C[C@H](OC(C2=C(C(=C1)C(=O)N[C@H](C(=O)O)C)O)=O)C (2S)-2-[[(3R)-5-chloro-8-hydroxy-3-methyl-1-oxo-3,4-dihydroisochromene-7-carbonyl]amino]propanoic acid